C1(CC(C(CC1)C(C)C)CC(=O)C1=CC=CC=C1)C Menthylacetophenon